N1CCC(CC1)OCC#CC=1C=2N(C=CC1)C(=CN2)N2C(NC(CC2)=O)=O 1-(8-(3-(Piperidin-4-yloxy)prop-1-yn-1-yl)imidazo[1,2-a]pyridin-3-yl)dihydropyrimidine-2,4(1H,3H)-dione